COC=1C=C2C(=CC=NC2=CC1)[C@@H]([C@@H]1N2C[C@@H]([C@H](C1)CC2)C=C)NC(=O)C2=CC=C(C=C2)B(O)O (4-(((1S)-(6-methoxyquinolin-4-yl)((2R,4S,5R)-5-vinylquinuclidin-2-yl)methyl)carbamoyl)phenyl)boronic acid